CN1C(C=CC=C1C)=O 1,6-dimethylpyridine-2(1H)-one